1-[1-(2,1-benzoxazole-3-carbonyl)piperidin-3-yl]-3-[(5-chloro-1H-indol-2-yl)methyl]-1-methylurea N=1OC(=C2C1C=CC=C2)C(=O)N2CC(CCC2)N(C(=O)NCC=2NC1=CC=C(C=C1C2)Cl)C